C(#N)C=1C=C(C=NC1N1N=CC=N1)NC(=O)C1=C(C(=NS1)C1=CC=CC2=C1N(N=N2)C)C2CC2 N-(5-CYANO-6-(2H-1,2,3-TRIAZOL-2-YL)PYRIDIN-3-YL)-4-CYCLOPROPYL-3-(1-METHYL-1H-BENZO[D][1,2,3]TRIAZOL-7-YL)ISOTHIAZOLE-5-CARBOXAMIDE